C(C)C1=C2C=C(NC2=CC(=C1)F)C(=O)N1CC2=C(CC1)N=C(S2)NC2CC(C2)O (1r,3r)-3-{[5-(4-ethyl-6-fluoro-1H-indole-2-carbonyl)-4H,5H,6H,7H-[1,3]thiazolo[5,4-c]pyridin-2-yl]amino}cyclobutan-1-ol